2,4-difluoro-N-(1-((4-fluorophenyl)sulfonyl)-1,2,3,4-tetrahydroquinolin-6-yl)benzenesulfonamide FC1=C(C=CC(=C1)F)S(=O)(=O)NC=1C=C2CCCN(C2=CC1)S(=O)(=O)C1=CC=C(C=C1)F